N-(4-methoxyphenyl)-N-methylpropanamide COC1=CC=C(C=C1)N(C(CC)=O)C